3-(N-(5-bromoquinolin-8-yl)sulfamoyl)-N-(3-nitrophenyl)benzamide BrC1=C2C=CC=NC2=C(C=C1)NS(=O)(=O)C=1C=C(C(=O)NC2=CC(=CC=C2)[N+](=O)[O-])C=CC1